3-Hydroxy-2-nitrobenzyl alcohol OC=1C(=C(CO)C=CC1)[N+](=O)[O-]